COCC1(CCN(CC1)C(=O)C1=CC=C(C=C1)C1(COC1)OC)C1=CC=C(C=C1)C(F)(F)F (4-(methoxymethyl)-4-(4-(trifluoromethyl)phenyl)piperidin-1-yl)(4-(3-methoxyoxetan-3-yl)phenyl)methanone